NC=1N=C(SC1C(C1=CC=CC=C1)=O)N(C1=C(C=CC=C1)C)[C@@H](C(=O)N)C |r| rac-2-(N-(4-Amino-5-benzoylthiazol-2-yl)-2-methylanilino)propanamid